CN1N=NC(=C1C=1C=C2C(=NC1)C1=C(N2C(C2CCOCC2)C2=CC=CC=C2)SC=C1)C 6-(1,4-dimethyl-1H-1,2,3-triazol-5-yl)-8-(phenyl-(tetrahydro-2H-pyran-4-yl)methyl)-8H-thieno[3',2':4,5]pyrrolo[3,2-b]pyridine